NC1=C2C(=NC=N1)N(N=C2C2=CC(=C(C=C2)NC(=O)NC2=CC(=NO2)C(C)CC)F)C2CC2 1-(4-(4-amino-1-cyclopropyl-1H-pyrazolo[3,4-d]pyrimidin-3-yl)-2-fluorophenyl)-3-(3-(sec-butyl)isoxazol-5-yl)urea